2-methyl-N-phenyl-5-azapentalene CC1=CC2=CN(CC2=C1)C1=CC=CC=C1